BrC=1C=C2CN(CC2=CC1)C1=NOC(=C1)CC 3-(5-Bromoisoindolin-2-yl)-5-ethylisoxazole